1,6-dihydropyridine-2,5-dicarboxamide N1C(=CC=C(C1)C(=O)N)C(=O)N